chlorotriethylene glycol dimethyl ether COC(COCCOCCOC)Cl